CN(CCCC(=O)OC[C@H](CCCCCCCCC\C=C/CCCCCCCC(=O)O)CCCCCCCC\C=C/CCCCCCCC(=O)O)C.CC1CCOS1(=O)=O methylpropanesultone (R)-3-((4-(Dimethylamino)butanoyl)oxy)propane-1,2-diyl-di-oleate